2-(2-fluoro-4-methoxyphenyl)-3-(pyridin-4-yl)-4,5,6,7-tetrahydropyrazolo[1,5-a]pyrazine hydrogen chloride Cl.FC1=C(C=CC(=C1)OC)C1=NN2C(CNCC2)=C1C1=CC=NC=C1